2-allyl-1-(6-((2,2-dimethylpiperidin-4-yl)oxy)pyridin-2-yl)-6-((1-methyl-1H-indazol-5-yl)amino)-1,2-dihydro-3H-pyrazolo[3,4-d]pyrimidin-3-one C(C=C)N1N(C2=NC(=NC=C2C1=O)NC=1C=C2C=NN(C2=CC1)C)C1=NC(=CC=C1)OC1CC(NCC1)(C)C